(2S,3S,4R,5R)-5-(6-(2-chloro-5-methylbenzylamino)-2-(5-chloropyridin-3-yl)-9H-purin-9-yl)-3,4-dihydroxyl-N-methyl-tetrahydrofuran-2-formamide ClC1=C(CNC2=C3N=CN(C3=NC(=N2)C=2C=NC=C(C2)Cl)[C@H]2[C@@H]([C@@H]([C@H](O2)C(=O)NC)O)O)C=C(C=C1)C